methyl 5-[4-[(5-fluoro-2-methyl-3-oxo-4H-quinoxalin-6-yl)methyl]piperazin-1-yl]-6-methyl-pyridine-2-carboxylate FC1=C2NC(C(=NC2=CC=C1CN1CCN(CC1)C=1C=CC(=NC1C)C(=O)OC)C)=O